C(C=1C(C(=O)OCCCCCCCC(C)C)=CC(C(=O)OCCCCCCCC(C)C)=CC1)(=O)OCCCCCCCC(C)C tri-isodecyl trimellitate